BrC=1N(N=C2C1C(NCC2)=O)C.[O].[Pd] palladium oxygen 3-Bromo-2-methyl-2,5,6,7-tetrahydro-4H-pyrazolo[4,3-c]pyridin-4-one